BrCC1=CC=C2C=C(C(NC2=C1F)=O)C 7-(bromomethyl)-8-fluoro-3-methylquinolin-2(1H)-one